CN1N=NC2=C1C=CC(=C2C)C(C(C(=O)OC)(C)C)C2=CC(=C(C=C2)C)CN2C[C@H](OC1=CC=C3C=CC=NC3=C1C2)CC methyl 3-(1,4-dimethyl-1H-benzo[d][1,2,3]triazol-5-yl)-3-(3-(((R)-8-ethyl-8,9-dihydro-[1,4]oxazepino[7,6-H]quinolin-10(11H)-yl) methyl)-4-methylphenyl)-2,2-dimethylpropionate